racemic-N-tert-butyl-4-[[4-chloro-7-hydroxy-indan-1-carbonyl]amino]pyridine-2-carboxamide C(C)(C)(C)NC(=O)C1=NC=CC(=C1)NC(=O)[C@@H]1CCC2=C(C=CC(=C12)O)Cl |r|